chloro-4'-((2-(1,1-difluoroethyl)-6-methylpyrimidin-4-yl)amino)-[2,3'-bipyridine]-5-carbonitrile ClC=1C(=NC=C(C1)C#N)C=1C=NC=CC1NC1=NC(=NC(=C1)C)C(C)(F)F